ClC1=CN=CC(=N1)O[C@H]1C[C@@H](N(CC1)C(=O)OC(C)(C)C)CC tert-butyl (2S,4R)-4-((6-chloropyrazin-2-yl)oxy)-2-ethylpiperidine-1-carboxylate